N[C@H](C(=O)N)CC1C(NC2(COC2)C1)=O (2S)-2-amino-3-{6-oxo-2-oxa-5-azaspiro[3.4]oct-7-yl}propionamide